methyl-5-oxooxan CC1OCC(CC1)=O